O(C)C(C)O methoxylethanol